tert-Butyl 2-(3-acetyl-5-(6-methylpyridin-3-yl)-1H-indazol-1-yl)acetate C(C)(=O)C1=NN(C2=CC=C(C=C12)C=1C=NC(=CC1)C)CC(=O)OC(C)(C)C